N-(5-(2-bromoacetyl)-6-fluoropyridin-2-yl)acetamide Tertbutyl-2,6-diazaspiro[3.4]octane-2-carboxylate C(C)(C)(C)OC(=O)N1CC2(C1)CNCC2.BrCC(=O)C=2C=CC(=NC2F)NC(C)=O